(S)-(6-((4-bromophenoxy)methyl)-1,4-dioxane-2,2-diyl)dimethanol BrC1=CC=C(OC[C@@H]2COCC(O2)(CO)CO)C=C1